3-acetoxy-3-(4-(hydroxymethyl)-3-methoxyphenyl)azetidine-1-carboxylic acid benzyl ester C(C1=CC=CC=C1)OC(=O)N1CC(C1)(C1=CC(=C(C=C1)CO)OC)OC(C)=O